C(#N)C=CC(=O)[O-] (3-cyano)acrylate